(6aS,9aR)-5-tosyl-1-((2-(trimethylsilyl)ethoxy)methyl)-5,6,6a,7,9,9a-hexahydro-1H-furo[3,4-f]pyrrolo[3',2':5,6]pyrido[2,3-b][1,4]oxazepine S(=O)(=O)(C1=CC=C(C)C=C1)N1C2=C(O[C@@H]3[C@@H](C1)COC3)N=C3C(=C2)C=CN3COCC[Si](C)(C)C